(S)-2-(difluoromethyl)-N4-(4-((1-fluoropropan-2-yl)oxy)-5-(1-methyl-1H-pyrazol-4-yl)pyridin-2-yl)pyrimidine-4,6-diamine FC(C1=NC(=CC(=N1)NC1=NC=C(C(=C1)O[C@H](CF)C)C=1C=NN(C1)C)N)F